ClC1=CC=C(C(=O)NC2=CC=C(C=C2)CN2CC(CC2)O)C=C1 4-chloro-N-(4-((3-hydroxypyrrolidin-1-yl)methyl)phenyl)benzamide